OC12C[C@H]3C([C@H](CC(C1)C3)C2)NC2=C3C(=NC=C2C(=O)OC(C)C)NC=C3 isopropyl 4-(((1R,2s,3S,5r,7s)-5-hydroxyadamantan-2-yl)amino)-1H-pyrrolo[2,3-b]pyridine-5-carboxylate